triglycolyl-mannose C(CO)(=O)[C@]([C@@](C(=O)C(CO)=O)(O)C(CO)=O)(O)[C@H](O)[C@H](O)CO